(2R)-2-benzyl-N-(8-fluoro-3-quinolyl)-2,4-dimethyl-pent-4-enamide C(C1=CC=CC=C1)[C@](C(=O)NC=1C=NC2=C(C=CC=C2C1)F)(CC(=C)C)C